BrC=1C=C(C=CC1)C1=CC=C(C=C1)C(C)(C)C 3-bromo-4'-(1,1-dimethylethyl)-1,1'-biphenyl